C(CCCCCCC\C=C/C\C=C/CCCCC)(=O)OCCCCCC(OC(NCCOCCN(C)C)=O)CCCCCOC(CCCCCCC\C=C/C\C=C/CCCCC)=O 11-(5-{[(10Z,12Z)-1-oxooctadeca-9,12-dienyl] oxy} pentyl)-2-methyl-9-oxo-2,8-diaza-5,10-dioxahexadecan-16-yl (10Z,12Z)-octadeca-9,12-dienoate